CN1C(=NN=C1)CC1(COC1)C1=CC(=NC(=C1)N1C(C2=CC(=CC(=C2C1)C(F)(F)F)CN1C[C@H](CCC1)C)=O)CNC(C=C)=O N-[(4-{3-[(4-methyl-1,2,4-triazol-3-yl)methyl]oxetan-3-yl}-6-(6-{[(3S)-3-methylpiperidin-1-yl]methyl}-1-oxo-4-(trifluoromethyl)-3H-isoindol-2-yl)pyridin-2-yl)methyl]prop-2-enamide